C1(CC1)CS(=O)(=O)N1C2CN(CC1C2)C2=CC=C(C=N2)C=2C=1N(C=C(C2)OCC(C)(C)O)N=CC1C#N 4-(6-(6-((cyclopropylmethyl)sulfonyl)-3,6-diazabicyclo[3.1.1]hept-3-yl)pyridin-3-yl)-6-(2-hydroxy-2-methylpropyloxy)pyrazolo[1,5-a]pyridine-3-carbonitrile